BrC1=NC=CC(=C1)OC=1C=C2C(=NC1)OC(CO2)C=2C=NC(=CC2)C2CC2 7-((2-bromopyridin-4-yl)oxy)-3-(6-cyclopropylpyridin-3-yl)-2,3-dihydro-[1,4]dioxino[2,3-b]pyridine